ClC1=CC=C(C=C1)[C@@H](C(C)C)N1C[C@@H](N(C[C@H]1C)C=1C=2N=CN(C2N(C(N1)=O)C)CC1(CCCC1)O)C 6-((2S,5R)-4-((R)-1-(4-chlorophenyl)-2-methylpropyl)-2,5-dimethylpiperazin-1-yl)-9-((1-hydroxycyclopentyl)methyl)-3-methyl-3,9-dihydro-2H-purin-2-one